tert-butyl 2-(6-(2-chloro-3,5-dimethoxyphenyl)-2-(methylthio)-7-oxopyrido[2,3-d]pyrimidin-8(7H)-yl)-7-azaspiro[3.5]nonane-7-carboxylate ClC1=C(C=C(C=C1OC)OC)C1=CC2=C(N=C(N=C2)SC)N(C1=O)C1CC2(C1)CCN(CC2)C(=O)OC(C)(C)C